tert-butyl N-[2-[2-[2-[[2-[4-(2,6-dioxo-3-piperidyl)phenoxy]acetyl]amino]ethoxy]ethoxy]ethyl]carbamate O=C1NC(CCC1C1=CC=C(OCC(=O)NCCOCCOCCNC(OC(C)(C)C)=O)C=C1)=O